4-(6-chloro-1H-pyrrolo[3,2-c]pyridin-4-yl)-3-methylmorpholine ClC1=CC2=C(C(=N1)N1C(COCC1)C)C=CN2